C(C1=CC=CC=C1)N(C(=O)C=1C(=NN(C1F)C)C(F)F)C1CC1 benzyl-N-cyclopropyl-3-(difluoromethyl)-5-fluoro-1-methyl-1H-pyrazole-4-carboxamide